acrylic acid, 4-hydroxyphenyl ester C(C=C)(=O)OC1=CC=C(C=C1)O